2-(4-chlorophenyl)-2-fluoroacetic acid ClC1=CC=C(C=C1)C(C(=O)O)F